ClC1=CC=C(C=C1)[C@H]1CC[C@H]2N(CCN(C2)C(=O)C2=C(C(=CC=C2)OC)Cl)C1 [(7R,9aR)-7-(4-chlorophenyl)-1,3,4,6,7,8,9,9a-octahydropyrido[1,2-a]pyrazin-2-yl]-(2-chloro-3-methoxyphenyl)methanone